sodium (S)-3-(3-(1,5-dimethyl-4-oxido-2-oxo-1,2-dihydropyridin-3-yl)ureido)-3-(2'-(trifluoro methyl)biphenyl-3-yl)propanoate CN1C(C(=C(C(=C1)C)[O-])NC(N[C@@H](CC(=O)[O-])C=1C=C(C=CC1)C1=C(C=CC=C1)C(F)(F)F)=O)=O.[Na+].[Na+]